O=C1N2CCCC2=CC(=C1)OCC12CN(C(C1)(C2)C(=O)OC)C(=O)OC(C)(C)C 2-(tert-Butyl) 1-methyl 4-(((5-oxo-1,2,3,5-tetrahydroindolizin-7-yl)oxy)methyl)-2-azabicyclo[2.1.1]hexane-1,2-dicarboxylate